1,3-divinyl-naphthalene C(=C)C1=CC(=CC2=CC=CC=C12)C=C